C(C)(C)(C)N(C(O)=O)C(C(=O)NC(C1=NC=CC=C1)C1CC1)(C)C.C(C)[Si](OC1CC(OCCC=CCCCC1)=O)(CC)CC 4-((triethylsilyl)oxy)oxacyclododeca-9-en-2-one tert-butyl-(1-((cyclopropyl(pyridin-2-yl)methyl)amino)-2-methyl-1-oxopropan-2-yl)carbamate